NC=1N=NC(=CC1C#CC1C2(CC1C2)C(=O)NC)C2=C(C=CC=C2)O ((3-amino-6-(2-hydroxyphenyl)pyridazin-4-yl)ethynyl)-N-methylbicyclo[1.1.1]pentane-1-carboxamide